NC=1N=NC(=CC1N1CCN(C2(CC2)C1)C(=O)OC(C)(C)C)C1=C(C=CC=C1)O tert-butyl 7-[3-amino-6-(2-hydroxyphenyl)pyridazin-4-yl]-4,7-diazaspiro[2.5]octane-4-carboxylate